imidazole-at N1C(=NC=C1)C(=O)[O-]